ClC1=NC=C(C=N1)C(C(=O)OCC)(F)F ethyl 2-(2-chloropyrimidin-5-yl)-2,2-difluoro-acetate